2'-methoxy-6'-methyl-[1,1'-biphenyl]-2-carbonitrile COC1=C(C(=CC=C1)C)C=1C(=CC=CC1)C#N